O[C@@H]1CC[C@@]2([C@H]3CC[C@@]4([C@H](CC[C@H]4[C@@H]3CC[C@@H]2C1)[C@@H](CCC(=O)N[C@H](C(=O)N1C(CCC1)C(=O)O)C(C)C)C)C)C 1-((S)-2-((R)-4-((3R,5R,8R,9S,10S,13R,14S,17R)-3-hydroxy-10,13-dimethyl-hexadecahydro-1H-cyclopenta[a]phenanthren-17-yl)pentanamido)-3-methylbutanoyl)pyrrolidine-2-carboxylic acid